purin-6-one N1=CN=C2N=CN=C2C1=O